[N-]=C=O.[N-]=C=O.CCC n-propane diisocyanate